phosphine nitrogen phosphorus [P].[N].P